[F-].C(CCCCCCCCC)[NH+]1C(CCC1)C 1-Decyl-2-Methylpyrrolidinium fluorid